Cl.O[C@@H](C[N+](C)(C)C)CC([O-])=O L-Carnitin HCl